BrC=1C2=C(C(=NC1)N(CC1=CC=C(C=C1)OC)CC1=CC=C(C=C1)OC)COC2 7-bromo-N,N-bis(4-methoxybenzyl)-1,3-dihydrofuro[3,4-c]pyridin-4-amine